2-((2-oxo-3-phenyloxazolidin-5-yl)methyl)isoindoline-1,3-dione O=C1OC(CN1C1=CC=CC=C1)CN1C(C2=CC=CC=C2C1=O)=O